FC=1C=C(C=C(C1)F)C1=CC(=CC=C1)C[C@@H]1N(CC[C@@H]1NS(=O)(=O)C)C(=O)N(C)C (2S,3S)-2-((3',5'-difluorobiphenyl-3-yl)methyl)-N,N-dimethyl-3-((methylsulfonyl)amino)pyrrolidine-1-carboxamide